FC(C1(CC1)C=1C=NN(C1)CC1CC2(CN(C2)C(=O)N2CC3(C2)NC(CC3)=O)C1)(F)F 2-[6-[[4-[1-(trifluoromethyl)cyclopropyl]pyrazol-1-yl]methyl]-2-azaspiro[3.3]heptane-2-carbonyl]-2,5-diazaspiro[3.4]octan-6-one